1-({3,4-difluoro-2-[(2-fluoro-4-iodophenyl)amino]Phenyl}carbonyl)-3-{[(1,1-dimethyl-2-pyrrolidin-1-ylethyl)amino]Methyl}azetidin-3-ol FC=1C(=C(C=CC1F)C(=O)N1CC(C1)(O)CNC(CN1CCCC1)(C)C)NC1=C(C=C(C=C1)I)F